ClC1=CC(=C(C=N1)C1=NC=C(C=C1)S(=O)(=O)N1CCOCC1)F 4-((6'-Chloro-4'-fluoro-[2,3'-bipyridin]-5-yl)sulfonyl)morpholine